OC=1C(=C(C#N)C=CC1)C1=C2C(=C(N=N1)N[C@H]1CN(CCC1)C)C=NC=C2 3-hydroxy-2-(4-{[(3R)-1-methylpiperidin-3-yl]amino}pyrido[3,4-d]pyridazin-1-yl)benzonitrile